C(C)N(CC)CCCNC(OCCCN(CCCCCCCC(=O)OC(CCCCCCCC)CCCCCCCC)CCCCCCCCOC(C(CCCCCCCC)CCCCCC)=O)=O heptadecan-9-yl 3-ethyl-13-(8-((2-hexyldecanoyl) oxy) octyl)-8-oxo-9-oxa-3,7,13-triazahenicosan-21-oate